1-(4-fluoro-2-methylphenyl)-3-(2-methoxy-3-methylpyridin-4-yl)-6-(trifluoromethyl)-2,3-dihydro-quinazolin-4(1H)-one FC1=CC(=C(C=C1)N1CN(C(C2=CC(=CC=C12)C(F)(F)F)=O)C1=C(C(=NC=C1)OC)C)C